COC1=CC=C(C2=C1NC(=N2)NC(=O)C=2C=NN(C2)CCOC)C=2C=C1C=NN(C1=CC2)C N-[7-methoxy-4-(1-methyl-1H-indazol-5-yl)-1H-1,3-benzodiazol-2-yl]-1-(2-methoxyethyl)-1H-pyrazole-4-carboxamide